5-Chloro-9-aza-tricyclo[6.3.1.02,7]dodeca-2,4,6-triene ClC1=CC=C2C3CCNC(C2=C1)C3